Methyl (2S)-2-((2S)-2-(((2-(3-chlorophenyl)-1-cyclohexyl-2,2-difluoroethoxy) carbonyl)amino)-3-phenylpropanamido)-3-((S)-2-oxopyrrolidin-3-yl)propanoate ClC=1C=C(C=CC1)C(C(OC(=O)N[C@H](C(=O)N[C@H](C(=O)OC)C[C@H]1C(NCC1)=O)CC1=CC=CC=C1)C1CCCCC1)(F)F